O[C@@]1(CCC2=CC=3CCCC3C(=C12)NC(=O)N=[S@@](=O)(N)C=1C=NN2C1OCCC2)C(F)(F)F (S)-N'-(((R)-3-hydroxy-3-(trifluoromethyl)-1,2,3,5,6,7-hexahydro-s-indacen-4-yl)carbamoyl)-6,7-dihydro-5H-pyrazolo[5,1-b][1,3]oxazine-3-sulfonimidamide